CC1=C(N)C=CC=C1C(F)(F)F 2-methyl-3-(trifluoromethyl)aniline